methyldithiocarbamic acid potassium salt [K+].CNC([S-])=S